[Ni].[Cu].[Fe].[Si] silicon-iron-copper-nickel